4-(4-cyanophenyl)-5,6-dihydropyridine-1(2H)-carboxylic acid tert-butyl ester C(C)(C)(C)OC(=O)N1CC=C(CC1)C1=CC=C(C=C1)C#N